N-(4-fluorophenyl)-N-(1-(2-(N-phenylpropionamido)ethyl)piperidin-4-yl)propanamide FC1=CC=C(C=C1)N(C(CC)=O)C1CCN(CC1)CCN(C(CC)=O)C1=CC=CC=C1